N-{1-(bicyclo[3.2.1]oct-3-yl)-2-oxo-2-[(2-oxospiro[indoline-3,4'-tetrahydropyran]-6-yl)amino]ethyl}-2-methylpyrazole-3-carboxamide C12CC(CC(CC1)C2)C(C(NC2=CC=C1C(=C2)NC(C12CCOCC2)=O)=O)NC(=O)C=2N(N=CC2)C